CC1=CC=CC(=N1)C1=C(N=CN1)C=1C=C2C=C(C=NC2=CC1)NCCN1[C@H](CCCC1)C(=O)OC methyl (2R)-1-[2-[[6-[5-(6-methyl-2-pyridyl)-1H-imidazol-4-yl]-3-quinolyl]amino]ethyl]piperidine-2-carboxylate